4-amino-N-(5-(2-methoxyethyl)benzo[d]oxazol-2-yl)-1H-pyrazolo[3,4-d]pyrimidine-3-carboxamide NC1=C2C(=NC=N1)NN=C2C(=O)NC=2OC1=C(N2)C=C(C=C1)CCOC